tert-Butyl 3-isocyanato-3-methylpiperidine-1-carboxylate N(=C=O)C1(CN(CCC1)C(=O)OC(C)(C)C)C